N-(trans-4-methoxycyclohexyl)-5-(4-((trans-4-morpholinocyclohexyl)amino)-7H-pyrrolo[2,3-d]pyrimidin-5-yl)pyrazolo[1,5-a]pyridine-3-carboxamide CO[C@@H]1CC[C@H](CC1)NC(=O)C=1C=NN2C1C=C(C=C2)C2=CNC=1N=CN=C(C12)N[C@@H]1CC[C@H](CC1)N1CCOCC1